ClC1=NN=C(C=2C3CCC(C12)CC3)N[C@H]3CN(CCC3)C(=O)OC(C)(C)C tert-butyl (R)-3-((4-chloro-5,6,7,8-tetrahydro-5,8-ethanophthalazin-1-yl)amino)piperidine-1-carboxylate